N1=C(C=CC=C1)SSCCC(=O)NN 3-[2-pyridyldithio]propionohydrazide